(R)-7-bromo-5-fluoro-1,2,3,4-tetrahydronaphthalen-1-ol BrC1=CC(=C2CCC[C@H](C2=C1)O)F